C12(CC3CC(CC(C1)C3)C2)NCC=2N=C(SC2)C(=O)NC=2C=3C1=C(C(N(C1=CC2)C2C(NC(CC2)=O)=O)=O)C=CC3 4-(((adamantan-1-yl)amino)methyl)-N-(1-(2,6-dioxopiperidin-3-yl)-2-oxo-1,2-dihydrobenzo[cd]indol-6-yl)thiazole-2-carboxamide